C(C)(=O)C=1C=C(C=CC1)NC(CN1C(C2=C(C=CC=C2C=C1)NC=1C=C2C(=NC1)N(N=C2)C)=O)=O N-(3-acetylphenyl)-2-[8-[(1-methylpyrazolo[3,4-b]pyridin-5-yl)amino]-1-oxo-2-isoquinolyl]acetamide